NCC[Si](OCC)(OCC)OCC aminoethyl-triethoxysilane